C1(=CC=CC=2C3=CC=CC=C3CC12)COC(=O)N[C@H](CCCCNC(=O)OCC=C)C(=O)O N-fluorenylmethoxycarbonyl-N'-allyloxycarbonyl-D-lysine